orotidine aconitate C(C=C(C(=O)O)CC(=O)O)(=O)O.[C@@H]1([C@H](O)[C@H](O)[C@@H](CO)O1)N1C(=O)NC(=O)C=C1C(=O)O